FC1=C(C(=CC=C1)F)N1C(C2=CC=CC=C2C(=N1)C=1C=NC=CC1)=O 2-(2,6-difluorophenyl)-4-(pyridin-3-yl)phthalazin-1(2H)-one